C(CCCCCCC)(=O)OC(CN(CC(CCCCCCCC)OC(CCCCCCC)=O)N1CCN(CC1)C)CCCCCCCC ((4-methylpiperazin-1-yl)azanediyl)bis(decane-1,2-diyl) dioctanoate